pentynyl-copper C(#CCCC)[Cu]